C(C(C)C)N1CCC(CC1)N1CCC(CC1)C=1C=C2C3=C(NC2=CC1)C1=C(OCC3)C(=NC(=C1)C)C 9-(1'-isobutyl-[1,4'-bipiperidin]-4-yl)-2,4-dimethyl-7,12-dihydro-6H-pyrido[3',4':2,3]oxepino[4,5-b]indole